(R)-4-(4-(difluoromethyl)pyrazolo[1,5-a]pyridin-2-yl)-5-(5-(trifluoromethyl)pyridin-2-yl)-4,5,6,7-tetrahydro-1H-imidazo[4,5-c]pyridine FC(C=1C=2N(C=CC1)N=C(C2)[C@@H]2N(CCC1=C2N=CN1)C1=NC=C(C=C1)C(F)(F)F)F